(±)-N-(4-cyanophenyl)-1-fluoro-6,7,8,9-tetrahydro-5H-5,8-epiminocyclohepta[c]pyridine-10-carboxamide C(#N)C1=CC=C(C=C1)NC(=O)N1C2CCC1CC=1C(=NC=CC12)F